S1C(=NC2=C1C=CC=C2)NC(=O)C=2C=CC=C1CCN(CC21)C2=CC=C(C(=N2)C(=O)NS(=O)(=O)C2=CC=C(C=C2)CCC(=O)OC)C=2C=NN(C2C)CC2CCCCC2 methyl 3-[4-[[6-[8-(1,3-benzothiazol-2-ylcarbamoyl)-3,4-dihydro-1H-isoquinolin-2-yl]-3-[1-(cyclohexylmethyl)-5-methyl-pyrazol-4-yl]pyridine-2-carbonyl]sulfamoyl]phenyl]propanoate